5-bromo-7-(trifluoromethyl)-1H-1,3-benzimidazole BrC1=CC2=C(NC=N2)C(=C1)C(F)(F)F